tert-Butyl (2,2-difluoroethyl)(1H-pyrazol-4-ylmethyl)carbamate FC(CN(C(OC(C)(C)C)=O)CC=1C=NNC1)F